(R)-2-((1-(2-cyano-3-(5-fluoroisoindolin-2-yl)-7-methylquinoxalin-5-yl)ethyl)amino)benzoic acid C(#N)C1=NC2=CC(=CC(=C2N=C1N1CC2=CC=C(C=C2C1)F)[C@@H](C)NC1=C(C(=O)O)C=CC=C1)C